CC1=NOC(=C1C=1C=C(OC2=C(C=C(N)C=C2C)C)C=C(C1)F)C 4-(3-(3,5-dimethylisoxazol-4-yl)-5-fluorophenoxy)-3,5-dimethylaniline